N-(5-chloro-6-(2H-1,2,3-triazol-2-yl)pyridin-3-yl)-2-methyl-3-(1-oxo-1,2-dihydroisoquinolin-5-yl)benzamide ClC=1C=C(C=NC1N1N=CC=N1)NC(C1=C(C(=CC=C1)C1=C2C=CNC(C2=CC=C1)=O)C)=O